(2R,3S)-methyl-3-(2-iodophenyl)-1,4-dioxaspiro[4.5]decane-2-carboxylate COC(=O)[C@@H]1OC2(O[C@H]1C1=C(C=CC=C1)I)CCCCC2